C(C)(C)OC1=C(C=CC(=N1)C=1C=CC(=NC1)NC(OC(C)(C)C)=O)NC(=O)C=1C(=NOC1C)C1=CC=CC=C1 tert-butyl N-[5-[6-isopropoxy-5-[(5-methyl-3-phenyl-isoxazole-4-carbonyl)amino]-2-pyridyl]-2-pyridyl]carbamate